C(#N)C=1C=CC2=C(N(C=N2)C[C@@]2(C[C@]3(CN(C(C3=O)=O)C3=CC=C(C=N3)P(OCC)(OCC)=O)CCC2)C)C1 Diethyl (6-((5S,7S)-7-((6-cyano-1H-benzo[d]imidazol-1-yl)methyl)-7-methyl-2-oxo-1-oxo-3-azaspiro[4.5]dec-3-yl)pyridin-3-yl)phosphonate